Cl.C(#C)C1CC2(C1)CCNCC2 2-ethynyl-7-azaspiro[3.5]nonane hydrochloride